isopropyl (R)-2-((5-acrylamido-4-(2-((dimethylamino)methyl)pyrrolidin-1-yl)-2-methoxyphenyl)amino)-4-(spiro(cyclopropane-1,3'-pyrrolo[3,2-b]pyridin)-1'(2'H)-yl)pyrimidine-5-carboxylate C(C=C)(=O)NC=1C(=CC(=C(C1)NC1=NC=C(C(=N1)N1CC2(C3=NC=CC=C31)CC2)C(=O)OC(C)C)OC)N2[C@H](CCC2)CN(C)C